[Si](C1=CC=CC=C1)(C1=CC=CC=C1)(C(C)(C)C)OCCCC(CC=C)NC(=O)OC(C)(C)C tert-butyl (7-((tert-butyldiphenylsilyl)oxy)hept-1-en-4-yl)azanecarboxylate